ClC1=C(C=CC=C1Cl)N1C(=NC(=CC1=O)N1C[C@@H]2[C@]([C@@H]2CC1)(C1=C(C=CC(=C1)F)F)CNC(OCC1=CC=CC=C1)=O)C benzyl (((1S,6R,7R)-3-(1-(2,3-dichlorophenyl)-2-methyl-6-oxo-1,6-dihydropyrimidin-4-yl)-7-(2,5-difluorophenyl)-3-azabicyclo[4.1.0]heptan-7-yl)methyl)carbamate